C1(CC1)C(=O)N1CCN(CC1)C(=O)C=1C=NC2=CC=C(C=C2C1N1CCC2(CC2)CC1)OC (4-(Cyclopropanecarbonyl)piperazin-1-yl)(6-methoxy-4-(6-azaspiro[2.5]octan-6-yl)quinolin-3-yl)methanone